OC1(CC(C1)NC(C)=O)C N-((1s,3s)-3-hydroxy-3-methylcyclobutyl)acetamide